ClC1=NC(=CC(=C1)C1=C(N=C(N=N1)N)C1=CC(=CC=C1)F)C 6-(2-chloro-6-methylpyridin-4-yl)-5-(3-fluorophenyl)-1,2,4-triazin-3-amine